2-(4-methylcyclohexyloxy)-1,3-propanediol CC1CCC(CC1)OC(CO)CO